(5-fluoro-1H-indol-3-yl)-5-phenylisoindoline-2-carboxamide FC=1C=C2C(=CNC2=CC1)C1N(CC2=CC(=CC=C12)C1=CC=CC=C1)C(=O)N